Silver isethionate S(=O)(=O)([O-])CCO.[Ag+]